3-mesityl-4-(2-(4-methoxyphenyl)-3,3-diphenyloxiran-2-yl)-1-tosyl-1H-pyrrole C1(=C(C(=CC(=C1)C)C)C1=CN(C=C1C1(OC1(C1=CC=CC=C1)C1=CC=CC=C1)C1=CC=C(C=C1)OC)S(=O)(=O)C1=CC=C(C)C=C1)C